(tert-Butoxycarbonyl)-N-(2-(3-(2,6-dichloro-5-fluoronicotinoyl)ureido)-3-isopropylphenyl)glycine tert-butyl ester C(C)(C)(C)OC(CN(C1=C(C(=CC=C1)C(C)C)NC(=O)NC(C1=C(N=C(C(=C1)F)Cl)Cl)=O)C(=O)OC(C)(C)C)=O